1,2,4,5-Benzenetetracarboxylic dianhydride C1=C2C(=CC3=C1C(=O)OC3=O)C(=O)OC2=O